FC1=C(C=CC(=C1)I)NC([C@H](CC=1C=C(C=CC1)C)N1C(N[C@@H](C1=O)C1=CC=C(C=C1)OC)=O)=O (S)-N-(2-fluoro-4-iodo-phenyl)-2-[(R)-4-(4-methoxy-phenyl)-2,5-dioxo-imidazolin-1-yl]-3-m-tolyl-propionamide